2-Chloro-N-cyclopropyl-5-(2-trimethylsilylethynyl)pyridin-4-amine ClC1=NC=C(C(=C1)NC1CC1)C#C[Si](C)(C)C